C1(=CC(=CC=C1)C(C(C(C)C)OC(N)=O)(F)F)C1=CC=CC=C1 carbamic acid 1-([1,1'-biphenyl]-3-yl)-1,1-difluoro-3-methylbutan-2-yl ester